4-Methyl-1-{2-[4-(methylsulfonyl)piperazin-1-yl]propyl}-6-({2-[6-(2,2,2-trifluoroethyl)quinazolin-4-yl]-2,7-diazaspiro[3.5]non-7-yl}methyl)-1H-indole-2-carbonitrile CC1=C2C=C(N(C2=CC(=C1)CN1CCC2(CN(C2)C2=NC=NC3=CC=C(C=C23)CC(F)(F)F)CC1)CC(C)N1CCN(CC1)S(=O)(=O)C)C#N